ClC1=C(C=CC(=C1)OC)C(C)N1CCC(CC1)N(S(=O)(=O)C)CC(=O)NCC(NCC#C)=O 2-(N-(1-(1-(2-chloro-4-methoxyphenyl)ethyl)piperidin-4-yl)methylsulfonamido)-N-(2-oxo-2-(prop-2-yn-1-ylamino)ethyl)acetamide